2-(4-bromophenyl)-1,2,3,4-tetrahydroquinazoline BrC1=CC=C(C=C1)C1NC2=CC=CC=C2CN1